(3R)-4-(4-bromo-5-chloro-6-fluoro-1-methyl-1H-benzimidazole-7-carbonyl)-3-(hydroxymethyl)piperazine-1-carboxylic acid tert-butyl ester C(C)(C)(C)OC(=O)N1C[C@@H](N(CC1)C(=O)C1=C(C(=C(C2=C1N(C=N2)C)Br)Cl)F)CO